1-methyl-3,4,5,6,7,7a-hexahydro-2H-indole CN1CCC2CCCCC12